3-[6-[4-[(4-fluoro-4-piperidyl)methyl]piperazin-1-yl]pyrimidin-4-yl]-5-(1-methylcyclopropoxy)-2H-indazole FC1(CCNCC1)CN1CCN(CC1)C1=CC(=NC=N1)C=1NN=C2C=CC(=CC12)OC1(CC1)C